C(C1=CC=CC=C1)(C1=CC=CC=C1)C1=C(N)C(=CC(=C1)C)C(C1=CC=CC=C1)C1=CC=CC=C1 2,6-bis(benzhydryl)-4-methyl-aniline